C(C)(C)(C)OC(=O)N1C2(CC(C1)(C2)C#N)CO 4-cyano-1-(hydroxymethyl)-2-azabicyclo[2.1.1]Hexane-2-carboxylic acid tert-butyl ester